(S)-N-(5-(2-(cyclopropanecarboxamido)-[1,2,4]triazolo[1,5-a]pyridin-6-yl)-2-methylpyridin-3-yl)-3-phenylisoxazolidine-2-carboxamide C1(CC1)C(=O)NC1=NN2C(C=CC(=C2)C=2C=C(C(=NC2)C)NC(=O)N2OCC[C@H]2C2=CC=CC=C2)=N1